NCC1CCC(CC1)N1C2=NC(=NC=C2N=C1NC1=CC(=CC=C1)C(F)(F)F)NC(C)(C)C 9-((1r,4r)-4-(aminomethyl)cyclohexyl)-N2-tert-butyl-N8-(3-(trifluoromethyl)phenyl)-9H-purine-2,8-diamine